O1CCN(CC1)C=1C=CC(=NC1)NC(=N)N 1-(5-Morpholinopyridin-2-yl)guanidine